11,12-dihydro-12-phenylindolo[2,3-a]carbazole-1,2,3,4,5,6,7,8,9,10-d10 C1(=CC=CC=C1)N1C=2C(=C(C(=C(C2C2=C1C=1NC3=C(C(=C(C(=C3C1C(=C2[2H])[2H])[2H])[2H])[2H])[2H])[2H])[2H])[2H])[2H]